1-(4-chlorobutyl)-2-(2-methoxyethyl)-1H-imidazo[4,5-c]Quinoline 5-oxide ClCCCCN1C(=NC=2C=[N+](C=3C=CC=CC3C21)[O-])CCOC